C(C)C(C1=CC=CC=C1)CC diethyltoluene